4-formyl-N,N,N-trimethyl-benzyl-ammonium fluoride [F-].C(=O)C1=CC=C(C[N+](C)(C)C)C=C1